(2-((triethylsilyl)oxy)propane-1,3-diyl)diacrylamide C(C)[Si](OC(CC=CC(=O)N)CC=CC(=O)N)(CC)CC